Dodecafluorooctane-1,8-diol FC(C(C(C(C(C(O)(F)F)(F)F)(F)F)(F)F)(F)F)(CCO)F